1-iodo-2-(prop-1-en-2-yl)benzene iso-decyl-methacrylate C(CCCCCCC(C)C)OC(C(=C)C)=O.IC1=C(C=CC=C1)C(=C)C